C(C)(C)(C)OC(=O)N[C@H](C(=O)OC(C)(C)C)CCC(=O)SCCNC(CCNC(=O)[C@@H]1O[C@H](OCC1(C)C)CC1=CC=C(C=C1)OC)=O (S)-tert-butyl (2S)-2-((tert-butoxycarbonyl)amino)-5-((2-(3-((4R)-2-(4-methoxybenzyl)-5,5-dimethyl-1,3-dioxane-4-carboxamido)propanamido)ethyl)thio)-5-oxopentanoate